BrC1=C(C(=CC2=C1C[C@@](O2)(C2=CC=CC=C2)[C@@H](CC2OC2)CC(C)(S(=O)(=O)N)C)F)Cl ((1S)-1-((S)-4-bromo-5-chloro-6-fluoro-2-phenyl-2,3-dihydrobenzofuran-2-yl)-2-(oxiran-2-yl)ethyl)-2-methylpropane-2-sulfonamide